tetramethylcyclobutanedione CC1(C(=O)C(=O)C1(C)C)C